5-(2-isopropylphenoxy)benzoic acid C(C)(C)C1=C(OC=2C=CC=C(C(=O)O)C2)C=CC=C1